FC(CCOC1=NN(C=C1)C(=O)OC(C)(C)C)(F)F Tert-Butyl 3-(3,3,3-trifluoropropoxy)pyrazole-1-carboxylate